C(C)(CC)NC(=O)C=1C=NN(C1)C(C)C=1SC(=CC1)C1=NOC(=N1)C(F)(F)F N-sec-butyl-1-[1-[5-[5-(trifluoromethyl)-1,2,4-oxadiazol-3-yl]-2-thienyl]ethyl]pyrazole-4-carboxamide